C(C1=CC=CC=C1)O[C@H]1CN(CCC1)C1=C(C=CC=C1)NS(=O)(=O)C1=CC=C(C=C1)S(=O)(=O)N(C)C (R)-N1-(2-(3-(benzyloxy)piperidin-1-yl)phenyl)-N4,N4-dimethylbenzene-1,4-disulfonamide